O1C=NC=C1S(=O)(=O)Cl Oxazole-5-sulfonyl chloride